C1=C(C=CC2=C1C1=C(O2)C=C2C=CC=CC2=C1)OB(O)O naphtho[2,3-b]benzofuran-2-yl-boric acid